2,6-diphenoxyphenylboronic acid O(C1=CC=CC=C1)C1=C(C(=CC=C1)OC1=CC=CC=C1)B(O)O